BrC1=C(C(=O)O)C(=CN=C1)NC1CCCCC1 3-bromo-5-(cyclohexylamino)isonicotinic acid